NCC=1N=C(SC1)CN1C(=NC=2C1=C1C(=NC2N)C=CS1)CCCC 1-((4-(aminomethyl)thiazol-2-yl)methyl)-2-butyl-1H-imidazo[4,5-d]thieno[3,2-b]pyridin-4-amine